C(C)OC(C)=O.FC=1C(=C(C=NC1)NC(OC(C)(C)C)=O)C=O tert-Butyl (5-fluoro-4-formylpyridin-3-yl)carbamate ethyl-acetate